triphenoxymethyl-tetrahydro-imidazo[4,5-d]imidazole-2,5-dione O(C1=CC=CC=C1)C(OC1=CC=CC=C1)(OC1=CC=CC=C1)N1C(NC2C1=NC(N2)=O)=O